N[C@H](C(=O)O)CCC(NC1=CC(=CC=C1)F)=O (2S)-2-amino-4-[(3-fluorophenyl)carbamoyl]butanoic acid